DIHYDROINDOLIZINONE C1CN2CC=CC=C2C1=O